methyl 5-benzyl-3-((2,5-dichlorobenzamido)methyl)-4,5-dihydroisoxazole-5-carboxylate C(C1=CC=CC=C1)C1(CC(=NO1)CNC(C1=C(C=CC(=C1)Cl)Cl)=O)C(=O)OC